N1=CN=CC2=CC=CC(=C12)C=1C(=NC=CC1)S(=O)(=O)N (quinazolin-8-yl)pyridine-2-sulfonamide